4-(2-acryloyl-2,6-diazaspiro[3.4]octan-6-yl)-6-(1,6-dimethyl-1H-indazol-7-yl)-2-((2-methylpyrimidin-5-yl)methoxy)pyrimidine C(C=C)(=O)N1CC2(C1)CN(CC2)C2=NC(=NC(=C2)C=2C(=CC=C1C=NN(C21)C)C)OCC=2C=NC(=NC2)C